[Cl-].NC=1C=CC2=CC3=CC=C(C=C3[N+](=C2C1)C)N 3,6-diamino-10-methyl-acridinium chloride